C(C)N(S(=O)(=O)C1=C(C=CC(=C1)[N+](=O)[O-])F)CC N,N-Diethyl-2-fluoro-5-nitrobenzenesulfonamide